N[C@H]1CN(CC1)C1=CC=C2N=C(C(=NC2=C1)C1=CC=C(C#N)C=C1)C1=CC=C(C=C1)C (R)-4-(7-(3-aminopyrrolidin-1-yl)-3-(p-tolyl)quinoxalin-2-yl)benzonitrile